3-((benzyloxy)methyl)-3,5,5-trimethyldihydrofuran-2(3H)-one C(C1=CC=CC=C1)OCC1(C(OC(C1)(C)C)=O)C